NC1=NC=C(C2=C1C(=C(N2C)C2=CC=C(C=C2)NC(C(=C)F)=O)C2=CC=C(C=C2)OC2=NC=CC(=N2)C)C#N N-(4-(4-amino-7-cyano-1-methyl-3-(4-((4-methylpyrimidin-2-yl)oxy)phenyl)-1H-pyrrolo[3,2-c]pyridin-2-yl)phenyl)-2-fluoroacrylamide